C(C(=C)C)(=O)OCCCCCCCCCC decyl (methacrylate)